tert-Butyl 4-(fluoromethylene)piperidine-1-formate FC=C1CCN(CC1)C(=O)OC(C)(C)C